L-Valin-ethylester C(C)OC([C@@H](N)C(C)C)=O